CC1=CC=C(C2=CC=CC=C12)S(=O)(=O)[O-].[Na+] sodium 4-methyl-1-naphthalenesulfonate